ClC1=CC=C(C(=N1)C1=NOC(N1)=O)N[C@H](C)C=1C=C(C=C2C(C(=C(OC12)C1=NC(=CC=C1)F)C)=O)C 3-[6-Chloro-3-[[(1R)-1-[2-(6-fluoro-2-pyridyl)-3,6-dimethyl-4-oxo-chromen-8-yl]ethyl]amino]-2-pyridyl]-4H-1,2,4-oxadiazol-5-one